ClC1=CN=C2C(=N1)N(C(=C2C#N)C#N)[C@H](C)C2=C(C=C(C=C2)Cl)Cl (R)-3-chloro-5-(1-(2,4-dichlorophenyl)ethyl)-5H-pyrrolo[2,3-b]pyrazine-6,7-dicarbonitrile